N1N=CC(=C1)C1=NC(=NC=C1)N 4-(1H-pyrazol-4-yl)-pyrimidin-2-amine